BrC=1C(=NC(=C(C1)F)C)N1CCC(CC1)(F)F 3-bromo-2-(4,4-difluoropiperidin-1-yl)-5-fluoro-6-methylpyridine